(7-(3,5-Dimethylphenyl)-7-methoxy-2-azaspiro[3.5]nonan-2-yl)((1s,3s)-3-hydroxy-3-methylcyclobutyl)methanon CC=1C=C(C=C(C1)C)C1(CCC2(CN(C2)C(=O)C2CC(C2)(C)O)CC1)OC